ClC=1C=C2CCN(CC2=C(C1)[C@H]1N(CCC1)C(=O)[O-])C(=O)C1=NC(=NC=C1)C (S)-2-[6-chloro-2-(2-methylpyrimidine-4-carbonyl)-1,2,3,4-tetrahydroisoquinolin-8-yl]pyrrolidine-1-carboxylate